6-(8-(benzo[d]thiazol-2-ylcarbamoyl)-3,4-dihydroisoquinolin-2(1H)-yl)-3-(1-tosyl-1H-pyrrol-3-yl)picolinic acid tert-butyl ester C(C)(C)(C)OC(C1=NC(=CC=C1C1=CN(C=C1)S(=O)(=O)C1=CC=C(C)C=C1)N1CC2=C(C=CC=C2CC1)C(NC=1SC2=C(N1)C=CC=C2)=O)=O